methyl glycidyl itaconate (methyl glycidyl itaconate) CC(=C(C(=O)O)CC(=O)O)CC1CO1.C(C(=C)CC(=O)OCC1CO1)(=O)OC